di-sec-butyl peroxydicarbonate C(=O)(OC(C)CC)OOC(=O)OC(C)CC